tert-butyl 2-(1-(4-(cyclohex-1-en-1-yl)thiophen-2-yl)cyclopropyl)-4-oxo-3,5,7,8-tetrahydropyrido[4,3-d]pyrimidine-6(4H)-carboxylate C1(=CCCCC1)C=1C=C(SC1)C1(CC1)C=1NC(C2=C(N1)CCN(C2)C(=O)OC(C)(C)C)=O